C(C)(=O)O[C@H]1[C@@H](SC2=CC(=CC=C2)Cl)O[C@@H]([C@@H]([C@@H]1N=[N+]=[N-])OC(C)=O)COC(C)=O 3-chlorophenyl 2,4,6-tri-O-acetyl-3-azido-3-deoxy-1-thio-alpha-D-galactopyranoside